2,5-bis(4'-(4-aminophenyl)-[1,1'-biphenyl]-3-yl)-3,4-bis(3-methoxyphenyl)cyclopenta-2,4-dienone NC1=CC=C(C=C1)C1=CC=C(C=C1)C1=CC(=CC=C1)C=1C(C(=C(C1C1=CC(=CC=C1)OC)C1=CC(=CC=C1)OC)C=1C=C(C=CC1)C1=CC=C(C=C1)C1=CC=C(C=C1)N)=O